N-(bicyclo[1.1.1]pentan-1-yl)-2-((2,4-dibromo-5-methoxyphenyl)sulfonamido)-6,6,6-trifluorohexanamide C12(CC(C1)C2)NC(C(CCCC(F)(F)F)NS(=O)(=O)C2=C(C=C(C(=C2)OC)Br)Br)=O